N1=CCN2C(N=CC=C21)=O imidazo[1,2-c]Pyrimidin-5-one